CC12CNCC(CNC1)O2 methyl-9-oxa-3,7-diazabicyclo[3.3.1]nonan